O=C(C(=O)OCC(F)(F)F)N1[C@H](CC[C@@H](C1)C)C=1C=CC2=CN(N=C2C1)CC |r| 2,2,2-Trifluoroethyl 2-oxo-2-[rac-(2R,5S)-2-(2-ethylindazol-6-yl)-5-methyl-1-piperidyl]acetate